(Ra)-6-(4-Chloro-1-((R)-1-(4-(6-ethoxypyridin-2-yl)phenyl)ethyl)-1H-indazol-7-carboxamido)spiro[3.3]heptan ClC1=C2C=NN(C2=C(C=C1)C(=O)NC1CC2(CCC2)C1)[C@H](C)C1=CC=C(C=C1)C1=NC(=CC=C1)OCC